9-[4-(4-fluoro-2-methylphenoxy)phenyl]-3,4-dihydropyrido[2,1-c][1,2,4]thiadiazine 2,2-dioxide FC1=CC(=C(OC2=CC=C(C=C2)C2=CC=CN3C2=NS(CC3)(=O)=O)C=C1)C